cis-4-nitrobenzoic acid [3-(2-tert-butoxy-2-oxo-ethoxy) cyclopentyl] ester C(C)(C)(C)OC(CO[C@H]1C[C@H](CC1)OC(C1=CC=C(C=C1)[N+](=O)[O-])=O)=O